1-hydroxy-4,5,6,7-tetrachlorobenzotriazole ON1N=NC2=C1C(=C(C(=C2Cl)Cl)Cl)Cl